5,6,7,8-Tetrahydroquinolin-2-ol N1=C(C=CC=2CCCCC12)O